NC=CCC([C@@H]1[C@H]([C@H]([C@@H](O1)N1C(=O)NC(=O)C=C1)O)O)O 5'-aminoallyl-uridine